BrC1=C2CN(C(C2=CC(=C1)O)=O)C12C(NC(C(C1)C2)=O)=O 1-(4-bromo-6-hydroxy-1-oxoisoindolin-2-yl)-3-azabicyclo[3.1.1]heptane-2,4-dione